C(C)S(=O)(=O)C=1C=NN2C1C=CC(=C2)C(F)(F)F 3-ethylsulfonyl-6-(trifluoromethyl)pyrazolo[1,5-a]pyridin